O=C1NC(CCC1N1C(C2=CC=CC(=C2C1=O)NCC=1N=NN(C1)CCC(=O)O)=O)=O 3-[4-[[[2-(2,6-dioxo-3-piperidyl)-1,3-dioxo-isoindolin-4-yl]amino]methyl]triazol-1-yl]propanoic acid